6-bromo-8-iodoquinolin BrC=1C=C2C=CC=NC2=C(C1)I